O1C=CC(C2=CC=CC=C12)=O CHROMENE-4-ONE